CN1C(N(C2=NC(=NC=C12)NC=1C=NC(=CC1C)C1=CSC=C1)C1CCOCC1)=O 7-methyl-2-((4-methyl-6-(thiophen-3-yl)pyridin-3-yl)amino)-9-(tetrahydro-2H-pyran-4-yl)-7,9-dihydro-8H-purin-8-one